C1(CCCCC1)[C@@H](O)[C@H]1N2C(C3=CC=CC=C13)=CN=C2 (R)-cyclohexyl-((S)-5H-imidazo[5,1-a]isoindol-5-yl)methanol